CS(=O)(=O)OCCCCC#C 5-hexyn-1-ol 1-methanesulfonate